(R)-4-(7-methylimidazo[1,2-a]pyridin-3-yl)-7-((5-(tetrahydrofuran-3-yl)pyridin-2-yl)amino)isoindolin-1-one CC1=CC=2N(C=C1)C(=CN2)C2=C1CNC(C1=C(C=C2)NC2=NC=C(C=C2)[C@@H]2COCC2)=O